8,8'-((disulfanediylbis(methylene))bis(6-methylpyridine-2,3-diyl))bis(N-((5-fluoro-2,3-dihydrobenzofuran-4-yl)methyl)-1-iodoimidazo[1,5-c]pyrimidin-5-amine) S(SCC1=NC(=CC=C1C=1C=2N(C(=NC1)NCC1=C(C=CC3=C1CCO3)F)C=NC2I)C)CC2=NC(=CC=C2C=2C=3N(C(=NC2)NCC2=C(C=CC1=C2CCO1)F)C=NC3I)C